FC(/C=C/C(=O)OCC)F Ethyl (e)-4,4-difluorobut-2-enoate